(E)-3-phenylpropyl 3-(2-hydroxyphenyl)acrylate OC1=C(C=CC=C1)/C=C/C(=O)OCCCC1=CC=CC=C1